ClC1=CC(=C(C=C1)C=1OC(=CN1)C(=O)N[C@H](C(N[C@H](C(O)C=1SC=CN1)CCC(F)(F)F)=O)CCC(C)O)F 2-(4-chloro-2-fluorophenyl)-N-((2S)-5-hydroxy-1-oxo-1-(((2S)-5,5,5-trifluoro-1-hydroxyl-(thiazol-2-yl)pentan-2-yl)amino)hexan-2-yl)oxazole-5-carboxamide